2-(benzothiazol-2-yl)-5-bromoaniline S1C(=NC2=C1C=CC=C2)C2=C(N)C=C(C=C2)Br